N-(2-(1-oxophthalazin-2(1H)-yl)ethyl)-1,2,3,4-tetrahydroisoquinoline-3-carboxamide O=C1N(N=CC2=CC=CC=C12)CCNC(=O)C1NCC2=CC=CC=C2C1